ethyl 6-chloro-5-(2-oxo-1,3,4-oxathiazol-5-yl)nicotinate ClC1=NC=C(C(=O)OCC)C=C1C1=NSC(O1)=O